((E)-2-((1r,2r)-2-methoxy-2-methylcyclopropyl)vinyl)benzene CO[C@]1([C@H](C1)/C=C/C1=CC=CC=C1)C